rac-5-[1-(diethoxyphosphoryl)-1-fluoroethyl]-1-benzothiophene-2-carboxylic acid benzyl ester C(C1=CC=CC=C1)OC(=O)C=1SC2=C(C1)C=C(C=C2)[C@](C)(F)P(=O)(OCC)OCC |r|